bis[(3-ethyl-3-oxetanyl)methyl]isophthalate C(C)C1(COC1)COC(C1=CC(C(=O)OCC2(COC2)CC)=CC=C1)=O